trans-2-[4-[4-(4-chlorophenyl)-5-(2-phenylmethoxyethyl)-1,2,4-triazol-3-yl]cyclohexyl]oxypyridine ClC1=CC=C(C=C1)N1C(=NN=C1CCOCC1=CC=CC=C1)[C@@H]1CC[C@H](CC1)OC1=NC=CC=C1